C(C)(=O)OCC(=C(COC(C)=O)Br)Br 2,3-dibromobut-2-en-1,4-diyl diacetate